C(C)(C)(C)OC(CC1=C(C(=C(C=C1C1=CC(=NC=C1)OCC(C)(C)N1N=CC(=C1)S(N(CC1=CC=C(C=C1)OC)CC1=CC=C(C=C1)OC)(=O)=O)OC(F)F)F)C(C)C)=O 2-(6-(2-(2-(4-(N,N-bis(4-methoxybenzyl)sulfamoyl)-1H-pyrazol-1-yl)-2-methylpropoxy)pyridin-4-yl)-4-(difluoromethoxy)-3-fluoro-2-isopropylphenyl)-acetic acid tert-butyl ester